CC1=C(C(=O)P(C2=CC=CC=C2)(C(C2=C(C=CC=C2C)C)=O)=O)C(=CC=C1)C bis(2,6-dimethylbenzoyl)phenylphosphine oxide